C(C)(C)(C)OC(=O)N1CC=CC2=CC=CC=C12 Quinoline-1(2H)carboxylic acid tert-butyl ester